1-(tert-butoxycarbonylamino)cyclopropylmethanol C(C)(C)(C)OC(=O)NC1(CC1)CO